N-((2R,3S)-1-benzhydryl-2-methylazetidin-3-yl)methanesulfonamide C(C1=CC=CC=C1)(C1=CC=CC=C1)N1[C@@H]([C@H](C1)NS(=O)(=O)C)C